1-bromo-3-chlorocarbazole BrC1=CC(=CC=2C3=CC=CC=C3NC12)Cl